BrC1=C(C2=C(C3=NC=C(C=C3N2C(C2CCOCC2)C2=NC=CC=C2F)C2=C(N=NN2C)C)S1)C 2-bromo-6-(1,4-dimethyl-1H-1,2,3-triazol-5-yl)-4-((3-fluoropyridin-2-yl)(tetrahydro-2H-pyran-4-yl)methyl)-3-methyl-4H-thieno[2',3':4,5]Pyrrolo[3,2-b]Pyridine